rac-dimethylsilylbis(1-indenyl)zirconium (IV) dichloride [Cl-].[Cl-].C[SiH](C)[Zr+](C1C=CC2=CC=CC=C12)C1C=CC2=CC=CC=C12.C[SiH](C)[Zr+](C1C=CC2=CC=CC=C12)C1C=CC2=CC=CC=C12